Dimethyl 6-(bromomethyl)pyridine-2,5-dicarboxylate BrCC1=C(C=CC(=N1)C(=O)OC)C(=O)OC